NC=1C=2N(C=CN1)C(=NC2Br)[C@H]2N(CCC2)C(=O)OCC2=CC=CC=C2 benzyl (2S)-2-(8-amino-1-bromoimidazo[1,5-a]pyrazin-3-yl)-1-pyrrolidinecarboxylate